C1(=CC=CC=C1)S(=O)(=O)[O-].COC=1C=C2CC[N@+]([C@@H](C2=CC1OC)CC1=CC(OC)=C(OC)C=C1)(C)CCC(C(CCCCCO)=O)=O (1R,2R)-1,2,3,4-tetrahydro-6,7-dimethoxy-2-(9-hydroxy-3-oxo-4-oxononyl)-2-methyl-1-veratryl-isoquinolinium benzenesulfonate